3-(7-chloro-4-ethoxy-1-oxoisoindolin-2-yl)piperidine-2,6-dione ClC=1C=CC(=C2CN(C(C12)=O)C1C(NC(CC1)=O)=O)OCC